C(C)[Si](C1=NN2C(C=NC(=C2)O[C@H]2CN[C@H](C2)C)=C1)(CC)CC triethyl-[6-[(3R,5S)-5-methylpyrrolidin-3-yl]oxypyrazolo[1,5-a]pyrazin-2-yl]silane